5-{6-[2-(2-Cyano-7-fluoro-indol-1-yl)-ethylamino]-pyrimidin-4-yl}-3-trifluoromethyl-thiophen C(#N)C=1N(C2=C(C=CC=C2C1)F)CCNC1=CC(=NC=N1)C1=CC(=CS1)C(F)(F)F